C1(CC1)CN1CC2=CC(=CC=C2CC1)N(CCC)C=1C(N(C=CC1)C)=O ((2-(cyclopropylmethyl)-1,2,3,4-tetrahydroisoquinolin-7-yl)(propyl)amino)-1-methylpyridin-2(1H)-one